[N+](=O)([O-])C1=C(C=CC=C1)NS(=O)(=O)C1=CC=CC=C1 N-(2-nitrophenyl)benzenesulfonamide